hydroxy-16α-methyl-3-oxo-androsta-1,4-diene-17β-carbothioic acid S-fluoromethyl ester FCSC(=O)[C@@H]1[C@]2(CO)[C@@H](C[C@H]1C)[C@@H]1CCC3=CC(C=C[C@]3(C)[C@H]1CC2)=O